2-[6-[4-Chloro-3-(difluoromethoxy)phenyl]pyrazolo[3,4-b]pyrazin-1-yl]-1-cyclopropyl-ethanone ClC1=C(C=C(C=C1)C1=CN=C2C(=N1)N(N=C2)CC(=O)C2CC2)OC(F)F